N4-(4-(1,5-dimethyl-1H-indol-3-yl)-7-tosyl-7H-pyrrolo[2,3-d]pyrimidin-2-yl)-N1-(2-(dimethylamino)ethyl)-N1-methyl-2-nitrobenzene-1,4-diamine CN1C=C(C2=CC(=CC=C12)C)C=1C2=C(N=C(N1)NC1=CC(=C(C=C1)N(C)CCN(C)C)[N+](=O)[O-])N(C=C2)S(=O)(=O)C2=CC=C(C)C=C2